3-(5-(difluoromethyl)-1,3,4-thiadiazol-2-yl)-8-((R)-2-((R)-2-(hydroxymethyl)azetidine-1-carbonyl)morpholino)-N-(1-methylcyclopropyl)imidazo[1,2-a]pyridine-6-sulfonamide FC(C1=NN=C(S1)C1=CN=C2N1C=C(C=C2N2C[C@@H](OCC2)C(=O)N2[C@H](CC2)CO)S(=O)(=O)NC2(CC2)C)F